[C@H]12N[C@H]([C@H](CC1)C2)C#CC=2C=NC=CC2C2=C(C=1C(NCCC1N2)=O)NC2=C(C(=CC=C2)Cl)OC 2-(3-{2-[(1S,3R,4R)-2-azabicyclo[2.2.1]heptan-3-yl]ethynyl}pyridin-4-yl)-3-[(3-chloro-2-methoxyphenyl)amino]-1H,5H,6H,7H-pyrrolo[3,2-c]pyridin-4-one